perfluoro-1-pentanesulfonic acid sodium salt [Na+].FC(C(C(C(C(F)(F)F)(F)F)(F)F)(F)F)(S(=O)(=O)[O-])F